2-CYCLOPROPOXY-6-FORMYLBENZOIC ACID C1(CC1)OC1=C(C(=O)O)C(=CC=C1)C=O